tert-butyl 6-((1-(3-(1-cyanocyclopropyl)phenyl)-2-isopropyl-3-oxo-2,3-dihydro-1H-pyrazolo[3,4-d]pyrimidin-6-yl)amino)-1,1-dimethyl-3,4-dihydroisoquinoline-2(1H)-carboxylate C(#N)C1(CC1)C=1C=C(C=CC1)N1N(C(C=2C1=NC(=NC2)NC=2C=C1CCN(C(C1=CC2)(C)C)C(=O)OC(C)(C)C)=O)C(C)C